3-[2,5-Bis(propan-2-yl)furan-3-yl]-1-{[2-(dimethylamino)ethyl](1-methyl-1H-pyrazol-4-yl)sulfamoyl}urea CC(C)C=1OC(=CC1NC(NS(N(C=1C=NN(C1)C)CCN(C)C)(=O)=O)=O)C(C)C